C(C)O[Si](CCSSSCC[Si](OCC)(OCC)OCC)(OCC)OCC Bis(2-triethoxysilylethyl) trisulfide